N1=C(C=CC2=NC=CC=C12)NC1=CC(=NC=C1)N1CC(C1)OC1CCN(CC1)CCOC=1C=C2C(N(C(C2=CC1)=O)C1C(NC(CC1)=O)=O)=O 5-(2-(4-((1-(4-((1,5-naphthyridin-2-yl)amino)pyridin-2-yl)azetidin-3-yl)oxy)piperidin-1-yl)ethoxy)-2-(2,6-dioxopiperidin-3-yl)isoindoline-1,3-dione